(4-Cyano-3-(trifluoromethyl)phenyl)-2-((4-fluoro-1H-pyrazol-1-yl)methyl)acrylamide C(#N)C1=C(C=C(C=C1)C=C(C(=O)N)CN1N=CC(=C1)F)C(F)(F)F